C(C)(C)(C)NS(=O)(=O)C1=CC(=CC=C1)NC1=NC(=NC=C1C)NC=1N=NC(=CC1)N1CCN(CC1)CC=1C=C2CN(C(C2=CC1)=O)C1C(NC(CC1)=O)=O N-(tert-butyl)-3-((2-((6-(4-((2-(2,6-dioxopiperidin-3-yl)-1-oxoisoindolin-5-yl)methyl)piperazin-1-yl)pyridazin-3-yl)amino)-5-methylpyrimidin-4-yl)amino)benzenesulfonamide